ClC1=C(C(=CC=C1)Cl)N1N=C(C(=N1)C(=O)N)NC1=NC=C(C=C1)C(=O)N1C[C@@H](CC1)N(C)C (R)-2-(2,6-dichlorophenyl)-5-((5-(3-(dimethylamino)pyrrolidine-1-carbonyl)pyridin-2-yl)amino)-2H-1,2,3-triazole-4-carboxamide